[(2R,3R,4R,5R)-4-fluoro-4-methyl-5-[6-(methylamino)-2-propanamidopurin-9-yl]-3-(propanoyloxy)oxolan-2-yl]methyl 3-methylbutanoate CC(CC(=O)OC[C@H]1O[C@H]([C@]([C@@H]1OC(CC)=O)(C)F)N1C2=NC(=NC(=C2N=C1)NC)NC(CC)=O)C